(R)-4-(6-iodo-5-(4-methoxy-4-oxobutan-2-yl)pyrimidin-4-yl)piperazine-1-carboxylic acid tert-butyl ester C(C)(C)(C)OC(=O)N1CCN(CC1)C1=NC=NC(=C1[C@H](C)CC(=O)OC)I